4-morpholinopyridine O1CCN(CC1)C1=CC=NC=C1